dicyclohexyl-(4-ethylphenyl)phosphonium tetrafluoroborate F[B-](F)(F)F.C1(CCCCC1)[PH+](C1=CC=C(C=C1)CC)C1CCCCC1